C[C@@]12C=CC[C@H]1[C@@H]1CC=C3C[C@H](CC[C@]3(C)[C@H]1CC2)O 5,16-androstadien-3β-ol